3-(3-(4-(3-(aminomethyl)phenyl)piperidine-1-carbonyl)phenoxy)-2-cyclopentyl-2-hydroxypropanoic acid NCC=1C=C(C=CC1)C1CCN(CC1)C(=O)C=1C=C(OCC(C(=O)O)(O)C2CCCC2)C=CC1